N-[4-[(E)-3-(3-Ethoxy-4-hydroxyphenyl)prop-2-enoyl]phenyl]-2-methyl-5-nitrobenzenesulfonamide C(C)OC=1C=C(C=CC1O)/C=C/C(=O)C1=CC=C(C=C1)NS(=O)(=O)C1=C(C=CC(=C1)[N+](=O)[O-])C